C(N)(O[C@@H]1[C@@H](CCC2=CC=CC(=C12)I)OC(N)=O)=O (1S,2R)-8-iodo-1,2,3,4-tetrahydronaphthalen-1,2-diyl dicarbamate